N[C@H](C(=O)N[C@@H]1C[C@H](NCC1)CCCCB(O)O)C(C)(C)C (2R,4S)-4-[[(2S)-2-amino-3,3-dimethyl-butanoyl]amino]-2-(4-boronobutyl)piperidine